1,3-dimethylbutylideneamine CC(CC(C)C)=N